ClC1=C(C2=C(C(=N1)CC)C(=NN2C2CC2)C2[C@H]1CN(C[C@@H]21)C(=O)OC(C)(C)C)F tert-butyl (1R,5S,6r)-6-(6-chloro-1-cyclopropyl-4-ethyl-7-fluoro-1H-pyrazolo[4,3-c]pyridin-3-yl)-3-azabicyclo[3.1.0]hexane-3-carboxylate